ClC=1C=C(C(=C(C(=O)NC=2SC3=C(N2)C(=CC(=C3)C(F)(F)F)COC)C1)O)CN1CCCC1 5-chloro-2-hydroxy-N-(4-(methoxymethyl)-6-(trifluoromethyl)benzo[d]thiazol-2-yl)-3-(pyrrolidin-1-ylmethyl)benzamide